2-(4-Chloro-2-methoxyphenyl)acetic acid ClC1=CC(=C(C=C1)CC(=O)O)OC